4,4'-(phenazine-5,10-diyl)bis(N-(3-hydroxypropyl)-N,N-dimethylbutan-1-aminium) bis(hexafluorophosphate) F[P-](F)(F)(F)(F)F.F[P-](F)(F)(F)(F)F.C1=CC=CC=2N(C3=CC=CC=C3N(C12)CCCC[N+](CCCO)(C)C)CCCC[N+](C)(C)CCCO